O[C@H]1CC(C2(C1)CCN(CC2)C(=O)OC(C)(C)C)=O tert-butyl (R)-3-hydroxy-1-oxo-8-azaspiro[4.5]decane-8-carboxylate